FC1=C(C(=CC(=C1)C1=NC=2C=NC(=NC2N(C1=O)C(C)C)N[C@@H]1CNC[C@H](C1)F)C)NS(=O)(=O)CC1=CC=CC=C1 N-[2-fluoro-4-[2-[[(3S,5S)-5-fluoro-3-piperidyl]amino]-8-iso-propyl-7-oxo-pteridin-6-yl]-6-methylphenyl]-1-phenyl-methanesulfonamide